2-(5-bromo-6-chloro-2,3-dihydro-1,4-benzodioxin-7-yl)-N4,6-dimethyl-pyrimidine-2,4-diamine BrC1=C(C(=CC=2OCCOC21)C2(NC(=CC(=N2)NC)C)N)Cl